2,5-Dihydrothiophene S1CC=CC1